FC1=CC=C(C=C1)C=1SC=C(N1)C(C)(C)NC([O-])=O (2-(2-(4-fluorophenyl)thiazol-4-yl)propan-2-yl)carbamate